6-(trifluoromethyl)-2,3-dihydro-1H-inden-1-ol FC(C1=CC=C2CCC(C2=C1)O)(F)F